CN1N=CC=2CNC3=C(SC21)C=CC=C3 1-Methyl-4,5-dihydro-1H-benzo[b]pyrazolo-[4,3-f][1,4]thiazepine